2-((4R,5R)-5-phenyl-2,2-dimethyl-1,3-dioxolan-4-yl)ethanol C1(=CC=CC=C1)[C@@H]1[C@H](OC(O1)(C)C)CCO